CC=1SC2=C(N1)C=CC(=C2)C2=CNC1=C(C=CC=C21)C#N 3-(2-methyl-1,3-benzothiazol-6-yl)-1H-indole-7-carbonitrile